4-ethynyl-1-methyl-1H-pyrazole-3-carbonitrile C(#C)C=1C(=NN(C1)C)C#N